(tert-butyl 3-cyano-4-(8-fluoro-4-hydroxy-2-(methylthio)-6-(trifluoromethyl)quinazolin-7-yl)benzo[b]thiophen-2-yl)carbamate C(C)(C)(C)C1=C(C2=C(SC(=C2C#N)NC([O-])=O)C=C1)C1=C(C=C2C(=NC(=NC2=C1F)SC)O)C(F)(F)F